3-fluoro-2-(oxazol-2-yl)benzoic acid FC=1C(=C(C(=O)O)C=CC1)C=1OC=CN1